tert-butyl 5-bromo-1-methyl-3-oxo-2,3-dihydro-1H-isoindole-2-carboxylate BrC=1C=C2C(N(C(C2=CC1)C)C(=O)OC(C)(C)C)=O